(4-(7-(((1r,4r)-4-(dimethylamino)cyclohexyl)amino)-1-isopropyl-4-methyl-2-oxo-1,4-dihydropyrimido[4,5-d]pyrimidin-3(2H)-yl)-2-fluorophenyl)-1-(4-fluorophenyl)methanesulfonamide CN(C1CCC(CC1)NC1=NC=C2C(=N1)N(C(N(C2C)C2=CC(=C(C=C2)C(S(=O)(=O)N)C2=CC=C(C=C2)F)F)=O)C(C)C)C